tert-butyl 3-(4-amino-3-cyclopropyl-phenyl)-3,8-diazabicyclo[3.2.1]octane-8-carboxylate NC1=C(C=C(C=C1)N1CC2CCC(C1)N2C(=O)OC(C)(C)C)C2CC2